3,3'-((((Oxybis(ethan-2,1-diyl))bis(oxy))bis(methylen))bis(4,1-phenylen))bis(3-(trifluoromethyl)-3H-diazirin) O(CCOCC1=CC=C(C=C1)C1(N=N1)C(F)(F)F)CCOCC1=CC=C(C=C1)C1(N=N1)C(F)(F)F